Cl.[Cl-] chloride hydrochloride salt